ClC1=CC=C(CN(CC2CNCC2)CC=2SC(=CC2)[N+](=O)[O-])C=C1 N-(4-chlorobenzyl)-1-(5-nitrothiophen-2-yl)-N-(pyrrolidin-3-ylmethyl)methylamine